ClC=1C=CC(=NC1)/C(=C/C=1C=CC(=C(C1)[C@]1(N=C(O[C@@H]2C[C@H]12)N)C(F)F)F)/F (1R,5S,6R)-5-(5-((Z)-2-(5-chloropyridin-2-yl)-2-fluorovinyl)-2-fluorophenyl)-5-(difluoromethyl)-2-oxa-4-azabicyclo[4.1.0]hept-3-en-3-amine